6-bromo-8-iodo-2-(4-(methylsulfonyl)phenoxy)quinoline BrC=1C=C2C=CC(=NC2=C(C1)I)OC1=CC=C(C=C1)S(=O)(=O)C